C(C)OC(C(=O)N(CC1=NC=C(C=N1)C1=CC=CC=C1)CC(=C)C)=O.C(C)N1CC(CC1=O)C(=O)NCC=1C=CC=2NC3=CC(=CC=C3OC2C1)C(F)(F)F 1-Ethyl-5-oxo-N-((8-(trifluoromethyl)-10H-phenoxazin-3-yl)methyl)pyrrolidine-3-carboxamide ethyl-2-((2-methylallyl)((5-phenylpyrimidin-2-yl)methyl)amino)-2-oxoacetate